2-{5-[(3-{5-[({1-[2-(azetidin-1-yl)-2-oxoethyl]piperidin-4-yl}amino)-methyl]-1-(2,2,2-trifluoroethyl)-1H-indol-2-yl}prop-2-yn-1-yl)amino]-pyridin-2-yl}-2-methylpropanenitrile N1(CCC1)C(CN1CCC(CC1)NCC=1C=C2C=C(N(C2=CC1)CC(F)(F)F)C#CCNC=1C=CC(=NC1)C(C#N)(C)C)=O